tert-butyl 6-bromo-5-methoxy-2-(4,4,5,5-tetramethyl-1,3,2-dioxaborolan-2-yl)-1H-indole-1-carboxylate BrC1=C(C=C2C=C(N(C2=C1)C(=O)OC(C)(C)C)B1OC(C(O1)(C)C)(C)C)OC